C(C)(C)(C)OC(=O)N1CCC(=CC1)C=1C(=NC(=CC1)Cl)OC 6-chloro-2-methoxy-3',6'-dihydro-[3,4'-bipyridine]-1'(2'H)-carboxylic acid tert-butyl ester